ClC=1C=CC(=C(C(=O)O)C1)NC1=C(C(=CC=C1)C#N)C 5-chloro-2-((3-cyano-2-methylphenyl)amino)benzoic acid